β-homoTryptophane N[C@@H](CC1=CNC2=CC=CC=C12)CC(=O)O